(2S,4R)-1-(4-(((R)-1-(4-(ethylsulfonyl)phenyl)-2-hydroxyethyl)carbamoyl)phenyl)-N-methoxy-N-methyl-4-(4-(trifluoromethyl)phenoxy)pyrrolidine-2-carboxamide C(C)S(=O)(=O)C1=CC=C(C=C1)[C@H](CO)NC(=O)C1=CC=C(C=C1)N1[C@@H](C[C@H](C1)OC1=CC=C(C=C1)C(F)(F)F)C(=O)N(C)OC